9-(2-(butyl(methyl)amino)pyrimidin-5-yl)-6,7-dimethoxynaphtho[2,3-c]furan-1(3H)-one hydrochloride Cl.C(CCC)N(C1=NC=C(C=N1)C1=C2C=C(C(=CC2=CC2=C1C(OC2)=O)OC)OC)C